C(C)(=O)[O-].C(CCC)[NH+]1C(CCC1)CCC 1-butyl-2-propylpyrrolidinium acetate